C(C)(C)(C)OC(=O)N1CCN(CC1)CC1=CC=C(C=C1)B(O)O (4-((4-(tert-butoxycarbonyl)piperazin-1-yl)methyl)phenyl)boronic acid